5-phenylhydantoin C1(=CC=CC=C1)C1C(NC(N1)=O)=O